propyl 1-triflate O(S(=O)(=O)C(F)(F)F)CCC